3-(4,6-diphenyl-1,3,5-triazin-2-yl)-2''-(4,4,5,5-tetramethyl-1,3,2-dioxaborolan-2-yl)-[1,1':2',1'':4'',1'''-quaterphenyl]-4'''-carbonitrile C1(=CC=CC=C1)C1=NC(=NC(=N1)C1=CC=CC=C1)C=1C=C(C=CC1)C=1C(=CC=CC1)C1=C(C=C(C=C1)C1=CC=C(C=C1)C#N)B1OC(C(O1)(C)C)(C)C